ClC1=C(C=CC=C1C1=C(C(=NC=C1)C1=CC=C2C(=CN(C2=C1)C)CNC[C@H](C)OC)Cl)C1=CC=C(C(=N1)OC)CNC[C@@H]1CCC(N1)=O (5S)-5-[[[6-[2-Chloro-3-[3-chloro-2-[3-[[[(2S)-2-methoxypropyl]amino]methyl]-1-methyl-indol-6-yl]-4-pyridyl]phenyl]-2-methoxy-3-pyridyl]methylamino]methyl]pyrrolidin-2-one